CC1(N(C(=CN1)C=1C(=NC(=CC1)N(C)C)F)C)C(=O)NC1=CC(=C(C=C1)C(=O)N1CCN(CC1)C(=O)C1CCNCC1)Cl 2-methyl-N-[3-chloro-4-[4-(piperidine-4-carbonyl)piperazine-1-carbonyl]phenyl]-5-[6-(dimethylamino)-2-fluoro-3-pyridinyl]-1-methyl-imidazole-2-carboxamide